3-ethynyl-3-methylazetidine-1-carboxylic acid tert-butyl ester C(C)(C)(C)OC(=O)N1CC(C1)(C)C#C